6,7-dimethyl-1H,2H,3H,4H,7H,8H-pyrido[3,4-d]pyrimidine-2,4,8-trione CC1=CC2=C(NC(NC2=O)=O)C(N1C)=O